pyrazol-1-ylphosphonic acid N1(N=CC=C1)P(O)(O)=O